(S)-4-chloro-N-(1-phenylethyl)phthalazin ClC1=NN(CC2=CC=CC=C12)[C@@H](C)C1=CC=CC=C1